NC1=C(C=C(C=N1)CN1C[C@@H](CCC1)NC(C=C)=O)COC1=CC=C(C=C1)C1=CC2=C(N=CN=C2N2CCOCC2)N1 (R)-N-(1-((6-amino-5-((4-(4-morpholino-7H-pyrrolo[2,3-d]pyrimidin-6-yl)phenoxy)methyl)pyridin-3-yl)methyl)piperidin-3-yl)acrylamide